5-((((1R,2S,4R)-4-(((6-Chloroimidazo[1,2-a]pyridin-8-yl)methyl)amino)-2-fluorocyclohexyl)amino)methyl)-1,3-dimethyl-1,3-dihydro-2H-benzo[d]imidazol-2-one ClC=1C=C(C=2N(C1)C=CN2)CN[C@H]2C[C@@H]([C@@H](CC2)NCC2=CC1=C(N(C(N1C)=O)C)C=C2)F